C(N)(=N)C=1C=C(SC1)[C@@H](C)NC(=O)[C@H]1N(C[C@H](C1)C1CCCCC1)C(CNC(CCCOC1=CC=CC=C1)=O)=O (2S,4R)-N-((R)-1-(4-carbamimidoylthiophen-2-yl)ethyl)-4-cyclohexyl-1-((4-phenoxybutanoyl)glycyl)pyrrolidine-2-carboxamide